(4-amino-N-(2,6-dioxopiperidin-3-yl)-1-oxoisoindolin-4-yl)butanamide NC1(C2CN(C(C2=CC=C1)=O)C1C(NC(CC1)=O)=O)C(C(=O)N)CC